Benzyl-1,2,3,4-tetrahydroquinoxaline C(C1=CC=CC=C1)N1CCNC2=CC=CC=C12